NC1=NC=C2N(C(N(C2=N1)[C@@H]1O[C@@H]([C@H]([C@H]1O)F)CO)=O)CCC#N 3-(2-Amino-9-((2R,3S,4S,5R)-4-fluoro-3-hydroxy-5-(hydroxymethyl)tetrahydrofuran-2-yl)-8-oxo-8,9-dihydro-7H-purin-7-yl)propanenitril